2-Ethyl-pentanoic acid C(C)C(C(=O)O)CCC